ClC=1C(=C(CNC2=NC3=CC=CC=C3C(=N2)N[C@H](C)C2CC2)C=CC1)F (R)-N2-(3-chloro-2-fluorobenzyl)-N4-(1-cyclopropylethyl)quinazoline-2,4-diamine